CN([C@@]1(CN(CCC1)C1=CC(=C(C(=C1)C)S(=O)(=O)NC1=NC=NC=C1)F)CCC1=CC(=CC=C1)C(F)(F)F)C (S)-4-(3-(Dimethylamino)-3-(3-(trifluoromethyl)phenethyl)piperidin-1-yl)-2-fluoro-6-methyl-N-(pyrimidin-4-yl)benzenesulfonamide